P(=O)(O)(O)OC[C@H]([C@H](C(C)=O)O)O 1-deoxyribulose 5-phosphate